Cl.COC(C1=C(C=C(C=C1)C=1SC(=CC1)CN1C=NN(C1=O)C\C(=C\F)\CN)F)=O 4-[5-(1-[(2E)-2-(aminomethyl)-3-fluoroprop-2-en-1-yl]-5-oxo-1,5-dihydro-4H-1,2,4-triazol-4-ylmethyl)thiophen-2-yl]-2-fluorobenzoic acid methyl ester hydrochloride